C(C)(C)(C)OC(CN1C=2N(C3=C(C1=O)C=CC(=N3)Cl)N=CC2C2CC2)=O.C2(CC2)C=2C=NN3C2N(C(C2=C3N=C(C=C2)C2CC2)=O)CC(=O)OC(C)(C)C tert-butyl (3,8-dicyclopropyl-5-oxopyrazolo[1,5-a]pyrido[3,2-e]pyrimidin-4(5H)-yl)acetate tert-Butyl-(8-chloro-3-cyclopropyl-5-oxopyrazolo[1,5-a]pyrido[3,2-e]pyrimidin-4(5H)-yl)acetate